[N].N1=C(C=CC=C1)O pyridinol nitrogen